[6-(3,5-dimethylisoxazol-4-yl)-2-methoxy-3-pyridinyl]-5-methyl-3-phenyl-isoxazole-4-carboxamide CC1=NOC(=C1C1=CC=C(C(=N1)OC)NC(=O)C=1C(=NOC1C)C1=CC=CC=C1)C